ClC=1N=C(C2=C(N1)N(C=C2)[C@H]2[C@@H]([C@@H]([C@H](O2)COCP(O)(O)=O)O)O)N2[C@H](CCC2)C [(2R,3S,4R,5R)-5-[2-chloro-4-[(2S)-2-methylpyrrolidin-1-yl]pyrrolo[2,3-d]-pyrimidin-7-yl]-3,4-dihydroxy-tetrahydro-furan-2-yl]methoxy-methylphosphonic acid